2-(2-methyl-5-((1-methyl-1H-tetrazol-5-yl)thio)-1H-pyrrol-1-yl)pyridine CC=1N(C(=CC1)SC1=NN=NN1C)C1=NC=CC=C1